Heptafluorodecanol FC(C(C(C(O)(F)F)(F)F)(F)F)CCCCCC